NC=1C(NC2=C3C=CC=NC3=C(C=C2C1C1=NC=CC2=C1C=NN2)C)=O 3-Amino-6-methyl-4-(1H-pyrazolo[4,3-c]pyridin-4-yl)-1H-1,7-phenanthrolin-2-one